METHYL METHYL-sulfonate CS(=O)(=O)OC